4-((4-Methyl-3-(5-(1-(naphthalen-1-yl)ethyl)-1,2,4-oxadiazol-3-yl)phenyl)amino)cyclohexane-1-carboxylic acid CC1=C(C=C(C=C1)NC1CCC(CC1)C(=O)O)C1=NOC(=N1)C(C)C1=CC=CC2=CC=CC=C12